C(C)(C)(C)C=1OC=C(N1)C(=O)NCC1=C(C=C(C=C1)C1=NC=NN2C1=CC(=C2)N2CCOCC2)C(F)F 2-(tert-butyl)-N-(2-(difluoromethyl)-4-(6-morpholinopyrrolo[2,1-f][1,2,4]triazin-4-yl)benzyl)oxazole-4-carboxamide